COC1=NC=C(C(=N1)OC)C=1N=C2N(N=CC=C2[C@@H]2[C@H](C2)C(C)C)C1 (2,4-dimethoxypyrimidin-5-yl)-8-((1S,2R)-2-isopropylcyclopropyl)imidazo[1,2-b]pyridazine